ethyl N-(2-methoxyethyl)-P-(4-(5-(trifluoromethyl)-1,2,4-oxadiazol-3-yl)phenyl)phosphonamidate COCCNP(OCC)(=O)C1=CC=C(C=C1)C1=NOC(=N1)C(F)(F)F